(1S,2R,5R)-5-(4-amino-5-methyl-7H-pyrrolo[2,3-d]pyrimidin-7-yl)-3-(2-(6-(difluoromethyl)-5-fluoro-1,2,3,4-tetrahydroisoquinolin-8-yl)ethyl)cyclopent-3-ene-1,2-diol NC=1C2=C(N=CN1)N(C=C2C)[C@@H]2C=C([C@H]([C@H]2O)O)CCC=2C=C(C(=C1CCNCC21)F)C(F)F